4-bromo-1H-pyrazole-3-carbonyl chloride BrC=1C(=NNC1)C(=O)Cl